CC(=O)CC(C1=CC=CC=C1)C2=C(C3=CC=CC=C3OC2=O)O 3-(acetonylbenzyl)-4-hydroxycoumarin